6-(4-cyclopropylpiperazin-1-yl)-2-(6-methylpyrazolo[1,5-a]pyrazin-2-yl)quinazolin-4(3H)-one C1(CC1)N1CCN(CC1)C=1C=C2C(NC(=NC2=CC1)C1=NN2C(C=NC(=C2)C)=C1)=O